isopropyl ((2S,4R)-1-acetyl-6-bromo-2-methyl-1,2,3,4-tetrahydroquinolin-4-yl)carbamate C(C)(=O)N1[C@H](C[C@H](C2=CC(=CC=C12)Br)NC(OC(C)C)=O)C